NC1=C2N=CN(C2=NC(=N1)C=1C=C(C(=O)N)C=CC1)[C@@H]1CC[C@@H](CC1)C(NC1=CC(=CC=C1)OC)=O 3-(6-amino-9-{cis-4-[(3-methoxyphenyl)carbamoyl]cyclohexyl}-9H-purin-2-yl)benzamide